C(C)(C)(C)OC(=O)N1CCN(CC1)CCCOC1=CC=C(C=N1)CC(=O)O 2-(6-(3-(4-(tert-butoxycarbonyl)piperazin-1-yl)propoxy)pyridin-3-yl)acetic acid